N-(2-(3-aminopropoxy)ethyl)-4-((3-(1-(cyanomethyl)-3-(trifluoromethyl)-1H-pyrazol-4-yl)imidazo[1,2-a]pyrazin-8-yl)amino)-2-ethylbenzamide NCCCOCCNC(C1=C(C=C(C=C1)NC=1C=2N(C=CN1)C(=CN2)C=2C(=NN(C2)CC#N)C(F)(F)F)CC)=O